5-[7-amino-1-fluoro-3-hydroxy-7-(prop-2-en-1-yl)-5,6,7,8-tetrahydronaphthalen-2-yl]-1λ6,2,5-thiadiazolidine-1,1,3-trione NC1(CCC=2C=C(C(=C(C2C1)F)N1CC(NS1(=O)=O)=O)O)CC=C